4,5-diethoxy-2,7-divinylbenzo[2,1-b:3,4-b']Dithiophene C(C)OC1=C(C2=C(SC(=C2)C=C)C=2SC(=CC21)C=C)OCC